ethyl N,N-Dimethylaminobenzoate CN(C)C1=C(C(=O)OCC)C=CC=C1